5-(3-(cyclopropylmethyl)-8-(trifluoromethyl)-[1,2,4]triazolo[4,3-a]pyridin-7-yl)-N-methylisoxazole-3-carboxamide C1(CC1)CC1=NN=C2N1C=CC(=C2C(F)(F)F)C2=CC(=NO2)C(=O)NC